C(C)(C)(C)OC(=O)NN(C)C(CC1=CC(=CC=C1)I)=O 2-(2-(3-iodophenyl)acetyl)-2-methylhydrazine-1-carboxylic acid tert-butyl ester